2-(4-Hydroxyphenyl)-3,4-dihydroxybutanoic acid OC1=CC=C(C=C1)C(C(=O)O)C(CO)O